bis(3-vinylphenyl) ether C(=C)C=1C=C(C=CC1)OC1=CC(=CC=C1)C=C